ethyl 2-ethoxy-1,2-dihydro-1-quinolinecarboxylate C(C)OC1N(C2=CC=CC=C2C=C1)C(=O)OCC